2-methyl-5-[(5r,8r)-8-{[2-(5-chloro-1H-indol-3-yl)ethyl]amino}-2-azaspiro[4.5]decane-2-carbonyl]phenol CC1=C(C=C(C=C1)C(=O)N1CC2(CC1)CCC(CC2)NCCC2=CNC1=CC=C(C=C21)Cl)O